3-amino-4-methyl-6-(2-morpholinoethyl)pyridinecarbonitrile NC=1C(=NC(=CC1C)CCN1CCOCC1)C#N